C(C)(=O)N[C@H](C(=O)N[C@H](C(=O)O)CCC(C)(C)C)CN1CCOCC1 (2S)-2-[(2S)-2-acetamido-3-(morpholin-4-yl)propanamido]-5,5-dimethylhexanoic acid